5-ethynyl-4-(8-fluoro-2-((tetrahydro-1H-pyrrolizin-7a(5H)-yl)methoxy)-4-(7,9-diazatricyclo[3.3.1.02,4]-nonan-7-yl)-pyrido[4,3-d]pyrimidin-7-yl)naphthalen-2-ol C(#C)C1=C2C(=CC(=CC2=CC=C1)O)C1=C(C=2N=C(N=C(C2C=N1)N1CC2C3CC3C(C1)N2)OCC21CCCN1CCC2)F